C(C)(=O)N1CC2=C(CC1)N(N=C2NC2=C(C=C(C=C2)C=2C=NN(C2)C)F)C2CCN(CC2)C(CN2CCNCC2)=O 1-[4-[5-acetyl-3-[2-fluoro-4-(1-methylpyrazol-4-yl)anilino]-6,7-dihydro-4H-pyrazolo[4,3-c]pyridin-1-yl]-1-piperidyl]-2-piperazin-1-yl-ethanone